3-Methyl-2-{6-methyl-7-[(3R)-1-methylpiperidin-3-yl]-6,7-dihydro-5H-pyrrolo[2,3-c]pyridazin-3-yl}-5-(trifluoromethyl)phenol CC=1C(=C(C=C(C1)C(F)(F)F)O)C1=CC2=C(N=N1)N(C(C2)C)[C@H]2CN(CCC2)C